1-[(2R)-2-(4-cyclopropyltriazol-1-yl)-3,3-dimethyl-butyryl]-4-hydroxy-pyrrolidine-2-carboxamide C1(CC1)C=1N=NN(C1)[C@@H](C(=O)N1C(CC(C1)O)C(=O)N)C(C)(C)C